ClC1=NC(=CC(=C1)CC(=O)OC)OC methyl (2-chloro-6-methoxypyridin-4-yl)acetate